ClC1=C(C=CC=C1)[C@H]1CC[C@H](N1C(=O)C1=CC=C(C=C1)C1=CC=C(C=C1)C#N)C(=O)O (2S,5R)-5-(2-chlorophenyl)-1-(4'-cyano-[1,1'-biphenyl]-4-carbonyl)pyrrolidine-2-carboxylic acid